COC1=CC=C(C=C1)C(OC[C@@H]1[C@H](C[C@@H](O1)N1C(NC=C(C1=O)C#CC)=O)O)(C1=CC=CC=C1)C1=CC=C(C=C1)OC 3-((2R,4S,5R)-5-((bis(4-methoxyphenyl)(phenyl)methoxy)methyl)-4-hydroxytetrahydrofuran-2-yl)-5-(prop-1-yn-1-yl)pyrimidine-2,4(1H,3H)-dione